COC1=CC(=CC2=C1O[C@H]([C@H](O2)C)C=2C=NC(=CC2)OC)CN2C=NC=1C2=NC=CC1 3-(((2S,3R)-8-methoxy-2-(6-methoxypyridin-3-yl)-3-methyl-2,3-dihydrobenzo[b][1,4]dioxin-6-yl)methyl)-3H-imidazo[4,5-b]pyridine